CC1N(CC(N(C1)C(=C)C(C(F)(F)F)(C)O)C)C(=O)C1=CC=C(C#N)C=C1 4-(2,5-dimethyl-4-(4,4,4-trifluoro-3-hydroxy-3-methylbut-1-en-2-yl)piperazine-1-carbonyl)benzonitrile